5-(3-methoxyphenyl)-2-((6-methylimidazo[1,2-a]pyridin-2-yl)methyl)-2,7-naphthyridin-1(2H)-one COC=1C=C(C=CC1)C1=C2C=CN(C(C2=CN=C1)=O)CC=1N=C2N(C=C(C=C2)C)C1